C1(CC1)C1=NC=NC(=C1C1=NC=C2N(C(N(C2=N1)CC1=CC=C(C=C1)C=1N(C=C(N1)C(F)(F)F)C)=N)C)C(F)(F)F 2-(4-cyclopropyl-6-(trifluoromethyl)pyrimidin-5-yl)-7-methyl-9-(4-(1-methyl-4-(trifluoromethyl)-1H-imidazol-2-yl)benzyl)-7H-purin-8(9H)-imine